C(C)(C)(C)C1=CC=C(C=C1)C12CN(CC2C1)C(=O)C1CC2(C1)NC(CC2)=O (rac)-(2r,4s)-2-(1-(4-(tert-Butyl)phenyl)-3-azabicyclo[3.1.0]hexan-3-carbonyl)-5-azaspiro[3.4]octan-6-on